The molecule is a member of the class of rotenones that is 4',5'-dihydrotephrosin substituted by hydroxy groups at positions 11 and 5' and a methoxy group at position 4'. It is isolated from the stems of Tephrosia toxicaria and exhibits antineoplastic activity. It has a role as a metabolite and an antineoplastic agent. It is an organic heteropentacyclic compound, an aromatic ether, a cyclic ketone, a tertiary alcohol, a secondary alcohol, a member of rotenones and a tertiary alpha-hydroxy ketone. It derives from a tephrosin. CC1(C(C(C2=C(O1)C=C(C3=C2O[C@@H]4COC5=CC(=C(C=C5[C@@]4(C3=O)O)OC)OC)O)OC)O)C